(E)-4-((2-(2-methylbenzo[d]thiazol-6-yl)vinyl)sulfonyl)morpholine CC=1SC2=C(N1)C=CC(=C2)/C=C/S(=O)(=O)N2CCOCC2